CC1(CC2=C(C=C3N2CCN(C3=O)C3=C(C(=CC=C3)C=3C2=C(N=CN3)NC(=C2)C2=CC=C(C=C2)N2CCNCC2)C)C1)C 7,7-dimethyl-2-(2-methyl-3-(6-(4-(piperazin-1-yl)phenyl)-7H-pyrrolo[2,3-d]pyrimidin-4-yl)phenyl)-3,4,7,8-tetrahydro-2H-cyclopenta[4,5]pyrrolo[1,2-a]pyrazin-1(6H)-one